C(C(C)C)(=O)OCC(COC(C(C)C)=O)OC(CCC(=O)O)=O 4-((1,3-bis(isobutyryloxy)propan-2-yl)oxy)-4-oxobutanoic acid